C(C1CS1)OCCOC1=CC=C(C=C1)C1(C2=CC=CC=C2C=2C=CC=CC12)C1=CC=C(C=C1)OCCOCC1CS1 9,9-Bis{4-[2-(2,3-Epithiopropoxy)ethoxy]phenyl}fluorene